7-(chloromethyl)-3-(difluoromethyl)-5,8-difluoro-1H-quinolin-2-one ClCC1=CC(=C2C=C(C(NC2=C1F)=O)C(F)F)F